C(#N)C=1C=C(C=CC1)N1N=C(C=C1)C(C(=O)NC1=NN(C(=C1)C1CC1)C(=O)OC(C)(C)C)C tert-butyl 3-{2-[1-(3-cyanophenyl)pyrazol-3-yl]propanamido}-5-cyclopropylpyrazole-1-carboxylate